5-(((4-(3-chloro-4-(2-chloro-3-((4-(((2-hydroxyethyl)amino)methyl)-3-methoxypyridin-2-yl)amino)phenyl)pyridin-2-yl)-2-methoxybenzyl)amino)methyl)pyrrolidin-2-one ClC=1C(=NC=CC1C1=C(C(=CC=C1)NC1=NC=CC(=C1OC)CNCCO)Cl)C1=CC(=C(CNCC2CCC(N2)=O)C=C1)OC